NC1=NC=C(C=N1)C#CC1=CC=C2CN(C(C2=C1)=O)[C@@H](C(=O)NC=1SC=CN1)C1=C(C=CC(=C1)F)O |r| (2RS)-2-[6-[2-(2-Aminopyrimidin-5-yl)ethynyl]-1-oxo-isoindolin-2-yl]-2-(5-fluoro-2-hydroxyphenyl)-N-thiazol-2-yl-acetamid